CC1=NOC(=C1N1C(C2=C(CC1)C(=CN2)C2=NC(=NC=C2C(F)(F)F)N[C@@H]2CNCCC2)=O)C 6-(3,5-dimethyl-1,2-oxazol-4-yl)-3-(2-{[(3S)-piperidin-3-yl]amino}-5-(trifluoromethyl)pyrimidin-4-yl)-1H,4H,5H,6H,7H-pyrrolo[2,3-c]pyridin-7-one